4-[(1R,2R)-2-(5-cyclopentyl-1,3-thiazol-2-yl)cyclopropyl]benzenesulfonamide C1(CCCC1)C1=CN=C(S1)[C@H]1[C@@H](C1)C1=CC=C(C=C1)S(=O)(=O)N